ClC=1C=C(C=CC1F)C(C=1NC(=C(N1)SCC1=CC=C(C=C1)OC)I)C1=CC(=C(C=C1)F)Cl 2-(bis(3-chloro-4-fluorophenyl)methyl)-5-iodo-4-((4-methoxybenzyl)thio)-1H-imidazole